4-(2-hydroxyethyl)piperazine-1-carboxamide OCCN1CCN(CC1)C(=O)N